ThianYlthian S1C(CCCC1)C1SCCCC1